FC(C1=NN=C(O1)C=1C=CC(=NC1)CN1N=NC(=C1)C=1C=CC2=C(N=C(S2)N)C1)F 5-(1-((5-(5-(difluoromethyl)-1,3,4-oxadiazol-2-yl)pyridin-2-yl)methyl)-1H-1,2,3-triazol-4-yl)benzo[d]thiazol-2-amine